5-(1-(1-Methylcyclobutyl)-1H-pyrazol-4-yl)pyridin-3-amine CC1(CCC1)N1N=CC(=C1)C=1C=C(C=NC1)N